6-(4-Fluoro-2-methyl-1,3-benzoxazol-6-yl)-2-[1-(2-methoxyethyl)piperidin-4-yl]pyrido[3,4-d]pyrimidin-4(3H)-one FC1=CC(=CC2=C1N=C(O2)C)C2=CC1=C(N=C(NC1=O)C1CCN(CC1)CCOC)C=N2